COC1=CC=C(C=C1)/C=C/C(=O)N(CC1OCCC1)C1=NC=CC=C1 (E)-3-(4-Methoxyphenyl)-N-(2-pyridyl)-N-(tetrahydrofuran-2-ylmethyl)prop-2-enamid